pyridine-2-carboxylic acid tert-butyl ester C(C)(C)(C)OC(=O)C1=NC=CC=C1